COC(=O)C1=CC=C2C=NN(C2=C1)CC1=CC=C(C=C1)C(F)(F)F 1-(4-Trifluoromethylbenzyl)-1H-indazole-6-carboxylic acid methyl ester